ClC=1C=C2C(=CN1)NN=C2C(=O)O 5-chloro-1H-pyrazolo[3,4-c]pyridine-3-carboxylic acid